hexyl (S)-5-fluoro-3-((R)-5-isopropyl-3-(isoquinolin-1-yl)-4,5-dihydroisoxazole-5-carboxamido)-4-oxopentanoate FCC([C@H](CC(=O)OCCCCCC)NC(=O)[C@@]1(CC(=NO1)C1=NC=CC2=CC=CC=C12)C(C)C)=O